C1(CC1)N(C1=C(C(=NC=N1)NCC1=CC=C(C=C1)NS(=O)(=O)C)F)CC1=CC=C(C=C1)C(F)(F)F N-[4-[[[6-[cyclopropyl-[[4-(trifluoromethyl)phenyl]methyl]amino]-5-fluoro-pyrimidin-4-yl]amino]methyl]phenyl]methanesulfonamide